C(C)[C@@]1(C(N(C(N1)=O)C=1C=NC(=CC1)OC1=CC=CC2=C1C1(CC1)CO2)=O)C (5R)-5-ethyl-5-methyl-3-[6-(spiro[1-benzofuran-3,1'-cyclopropane]-4-yloxy)-3-pyridinyl]-2,4-imidazolidinedione